C1(CC1)C1=C(C(=NO1)C1=C(C=CC=C1)OC(F)(F)F)COC1C[C@H]2CC[C@@H](C1)N2C2=NC=C(C(=O)NN)C=C2 6-((1R,3R,5S)-3-((5-cyclopropyl-3-(2-(trifluoromethoxy)phenyl)isoxazol-4-yl)methoxy)-8-azabicyclo[3.2.1]octan-8-yl)nicotinohydrazide